BrCC=1C(=C(SC1C)N1C(C2=CC=CC=C2C1=O)=O)C(=O)C1=CC=C(C=C1)NC(C)=O N-(4-(4-(bromomethyl)-2-(1,3-dioxoisoindolin-2-yl)-5-methylthiophene-3-carbonyl)phenyl)acetamide